2-(4-(2-aminophenyl)-1H-indol-1-yl)propanol NC1=C(C=CC=C1)C1=C2C=CN(C2=CC=C1)C(CO)C